F[C@H]1[C@@H]([C@@H](C=2C(N(C=NC2[C@@H]1F)C(C)C)=O)CC=1C(=C(C=CC1)C1=CC=CC=C1)F)NS(=O)(=O)C |r| rac-N-[(5R,6R,7S,8S)-7,8-difluoro-5-[(2-fluoro[1,1'-biphenyl]-3-yl)methyl]-4-oxo-3-(propan-2-yl)-3,4,5,6,7,8-hexahydroquinazolin-6-yl]methanesulfonamide